C1(CC1)C#CC1=C2C=CN(C2=NC=N1)[C@H]1[C@H](O)[C@H](O)[C@H](O1)CO 6-Cyclopropylethynyl-9-β-D-ribofuranosyl-7-deazapurine